Methyl 5-[[(3R,4R)-4-[4-chloro-2-(5-fluoro-2-pyridyl)-1H-imidazol-5-yl]-3-methyl-1-piperidyl]sulfonyl]pyridine-2-carboxylate ClC=1N=C(NC1[C@H]1[C@H](CN(CC1)S(=O)(=O)C=1C=CC(=NC1)C(=O)OC)C)C1=NC=C(C=C1)F